[N+](=O)([O-])C1=C(C=CC=C1)NC1=C(C=CC=C1CC(C)C)CC(C)C 4-[N-(2-nitrophenyl)amino]-3,5-diisobutylbenzene